C[C@H]1[C@@H]([C@H]([C@H]([C@@H](O1)OC2=C(OC3=CC(=CC(=C3C2=O)O)O)C4=CC=C(C=C4)O)O[C@H]5[C@@H]([C@H]([C@@H]([C@H](O5)COC(=O)/C=C/C6=CC=C(C=C6)O)O)O)O)O)O The molecule is a glycosyloxyflavone that consists of kaempferol attached to a alpha-L-[6'''-p-coumaroyl-beta-D-glucopyranosyl-(1->2)-rhamnopyranosyl] moiety at position 3 via a glycosdic linkage. Isolated from the leaves of Ginkgo biloba, it exhibits antioxidant activity. It has a role as an antioxidant and a plant metabolite. It is a disaccharide derivative, a cinnamate ester and a glycosyloxyflavone. It derives from a trans-4-coumaric acid.